Sodium N-(3-methylcyclopentyl)sulfamate CC1CC(CC1)NS([O-])(=O)=O.[Na+]